2-(benzyloxy)cyclopropane-1-carboxylic acid ethyl ester C(C)OC(=O)C1C(C1)OCC1=CC=CC=C1